C(C)(C)C1=C(C=CC=C1)O 2-isopropyl-phenyl alcohol